ClC1=NC=C(C(=C1I)O)I 2-chloro-3,5-diiodopyridin-4-ol